ethyl 6-chloro-1H-indole-2-carboxylate ClC1=CC=C2C=C(NC2=C1)C(=O)OCC